3,6,9,12-tetraoxatridecyl-ammonium bromide [Br-].C(COCCOCCOCCOC)[NH3+]